[Na+].C(C)(=O)[O-].C(C)(=O)[O-].[Na+] diacetate sodium